N1[C@H](CCC1)CC(=O)NCCCCCCCCCCCCCC (R)-2-(pyrrolidin-2-yl)-N-tetradecylacetamide